8-(3-bromo-4-fluoro-1-((2-(trimethylsilyl)ethoxy)methyl)-1H-pyrrolo[2,3-c]pyridin-5-yl)-1,4-dioxa-8-azaspiro[4.5]decane BrC1=CN(C2=CN=C(C(=C21)F)N2CCC1(OCCO1)CC2)COCC[Si](C)(C)C